CC=1C(=NN2C1CN(CC2)C2=C(C=C(C=C2)C2=NC1=CC=C(C=C1C=N2)C(F)(F)F)C)C(=O)O 3-methyl-5-(2-methyl-4-(6-(trifluoromethyl)quinazolin-2-yl)phenyl)-4,5,6,7-tetrahydro-pyrazolo[1,5-a]pyrazine-2-carboxylic acid